FC(C(COCCOCCOCCOCCOCC(C(F)(F)F)(F)F)(F)F)(F)F 1,1,1,2,2,18,18,19,19,19-decafluoro-4,7,10,13,16-pentaoxanonadecane